2-(4-(4-methoxypiperidine-1-carbonyl)phenyl)-1H-benzo[d]imidazole-4-carboxamide COC1CCN(CC1)C(=O)C1=CC=C(C=C1)C1=NC2=C(N1)C=CC=C2C(=O)N